methyl (1-(8-((2,6-dioxopiperidin-3-yl)carbamoyl)-2,3-dihydrobenzo[b][1,4]dioxin-5-yl)piperidin-4-yl)4-methylbenzenesulfonate O=C1NC(CCC1NC(=O)C1=CC=C(C2=C1OCCO2)N2CCC(CC2)C2=C(C=CC(=C2)C)S(=O)(=O)OC)=O